FC1=C(C=CC=C1C=1N=C(SC1C1=NC(=NC=C1)S(=O)(=O)C)N1C2CN(CC1CC2)C)CC(=O)N (2-fluoro-3-(2-(3-methyl-3,8-diazabicyclo[3.2.1]oct-8-yl)-5-(2-(methylsulfonyl)-pyrimidin-4-yl)thiazol-4-yl)phenyl)acetamide